ClC1=CC=C(C(=N1)C(=NO)N)N[C@H](C)C=1C=C(C=C2C(C(=C(OC12)C1=CC=C2C(=N1)C=NN2C)C)=O)C 6-Chloro-3-[[(1R)-1-[3,6-dimethyl-2-(1-methyl-pyrazolo-[4,3-b]pyridin-5-yl)-4-oxo-chromen-8-yl]ethyl]amino]-N'-hydroxy-pyridine-2-carboxamidine